1,3-Diphenylphosphinopropane C1(=CC=CC=C1)PCCCPC1=CC=CC=C1